methacrylamidopropyl phosphonate P(OCCCNC(C(=C)C)=O)([O-])=O